CCCC/C=C/C=C/C(=O)O nonadienoic acid